6-(3-Bromophenyl)-24,30-difluoro-6-methyl-26-oxa-3,12,13,14,21,33-hexazahexacyclo-[25.3.1.12,5.111,14.017,25.018,22]tritriaconta-1(31),2,4,11(32),12,17,19,22,24,27,29-undecaene BrC=1C=C(C=CC1)C1(C2=CN=C(C=3C(=CC=C(OC4=C(C=C5NC=CC5=C4CCN4N=NC(CCCC1)=C4)F)C3)F)N2)C